(2-chloro-4-fluoro-phenyl)-[8-[2-(methoxymethoxy)-3-methyl-5-[(4-phenyl-1-piperidyl)sulfonyl]phenyl]-3,8-diazabicyclo[3.2.1]octan-3-yl]methanone ClC1=C(C=CC(=C1)F)C(=O)N1CC2CCC(C1)N2C2=C(C(=CC(=C2)S(=O)(=O)N2CCC(CC2)C2=CC=CC=C2)C)OCOC